4-methyl-3-[2-(5-phenylpyridin-3-yl)ethyl]Benzamide CC1=C(C=C(C(=O)N)C=C1)CCC=1C=NC=C(C1)C1=CC=CC=C1